tert-butyl {2-[4-(dimethylamino)piperidin-1-yl]-3-formylpyridin-4-yl}carbamate CN(C1CCN(CC1)C1=NC=CC(=C1C=O)NC(OC(C)(C)C)=O)C